N-(4-phenylbutyl)-1H-imidazole-4-carboxamide C1(=CC=CC=C1)CCCCNC(=O)C=1N=CNC1